C(C1=CC=CC=C1)(=O)O[C@H]1[C@H](SC2=CC=C(C=C2)C)O[C@@H]([C@@H]([C@@H]1O)O)COCC1=CC=CC=C1 4-methylphenyl 2-O-benzoyl-6-O-benzyl-1-thio-β-D-galactopyranoside